(1s,2s)-2-fluoro-N-(6-(4-(hydroxymethyl)pyridin-3-yl)benzo[d]thiazol-2-yl)cyclopropane-1-carboxamide F[C@@H]1[C@@H](C1)C(=O)NC=1SC2=C(N1)C=CC(=C2)C=2C=NC=CC2CO